N-cyclopentyl-5-methyl-2-phenyl-1H-indole-7-amine C1(CCCC1)NC=1C=C(C=C2C=C(NC12)C1=CC=CC=C1)C